COC1=NC=C(C=N1)C1CC=2N(CC1)C(=NN2)[C@@H]2CC(CCC2)NC(OC(C)(C)C)=O tert-butyl N-[(3S)-3-[7-(2-methoxypyrimidin-5-yl)-5,6,7,8-tetrahydro-[1,2,4]triazolo[4,3-a]pyridin-3-yl]cyclohexyl]carbamate